(1-(3,5-dichlorophenyl)-8-(3-hydroxyphenyl)-7-methoxy-1,4-dihydrochromeno[4,3-c]pyrazol-3-yl)(3,3-dimethylmorpholino)methanone ClC=1C=C(C=C(C1)Cl)N1N=C(C2=C1C=1C=C(C(=CC1OC2)OC)C2=CC(=CC=C2)O)C(=O)N2C(COCC2)(C)C